sodium N-[2-fluoro-5-(trifluoromethyl)phenyl]sulfonamide FC1=C(C=C(C=C1)C(F)(F)F)NS(=O)=O.[Na]